FC=1C=CC(=C2C=C(N(C12)CCNC1=CC=NC(=N1)C)C)OC 6-[2-(7-Fluoro-4-methoxy-2-methyl-indol-1-yl)-ethylamino]-2-methyl-pyrimidin